O[C@@H](C(=O)[O-])[C@](CC)(C)O (2R-3R)-2,3-dihydroxy-3-methylvalerate